CON(C(=O)C1CC1)CC1=CC=C(C=C1)C1=NOC(=N1)C(F)(F)F N-methoxy-N-({4-[5-(trifluoromethyl)-1,2,4-oxadiazol-3-yl]phenyl}methyl)cyclopropanecarboxamide